4-[2-chloro-4-(6-cyclopentyloxy-pyridin-2-yl)-6-fluoro-phenoxy]-butyric acid ClC1=C(OCCCC(=O)O)C(=CC(=C1)C1=NC(=CC=C1)OC1CCCC1)F